C1(=C(C=CC=C1)NC(C1=C(N=CC=C1)Cl)=O)C1=CC=CC=C1 N-([1,1'-biphenyl]-2-yl)-2-chloronicotinamide